C(C1=CC=CC=C1)C=1NC(=NN1)C=1C=C(OC2=CC=C3C=4C(CNCC24)=CN3)C=CC1 6-(3-(5-Benzyl-4H-1,2,4-triazol-3-yl)phenoxy)-1,3,4,5-tetrahydropyrrolo[4,3,2-de]isoquinoline